rac-N-(4-amino-4'-fluoro-[1,1'-biphenyl]-3-yl)-4-((1S,3R)-1-oxo-3-phenyl-4,5-dihydro-3H-1λ6-isothiazol-1-yl)benzamide NC1=C(C=C(C=C1)C1=CC=C(C=C1)F)NC(C1=CC=C(C=C1)[S@@]1(=N[C@H](CC1)C1=CC=CC=C1)=O)=O |r|